1-(2-amino-5-chlorobenzo[d]thiazol-6-yl)-1-(2-aminoethyl)-3-(4-chlorophenyl)urea NC=1SC2=C(N1)C=C(C(=C2)N(C(=O)NC2=CC=C(C=C2)Cl)CCN)Cl